2-(4-((4-(4-(2-(2-(5-(tert-butyl)-2-hydroxy-4-(4-oxo-1,4-dihydroquinoline-3-carboxamido)phenoxy)ethoxy)ethoxy)phenyl)piperidin-1-yl)sulfonyl)benzamido)acetic acid C(C)(C)(C)C=1C(=CC(=C(OCCOCCOC2=CC=C(C=C2)C2CCN(CC2)S(=O)(=O)C2=CC=C(C(=O)NCC(=O)O)C=C2)C1)O)NC(=O)C1=CNC2=CC=CC=C2C1=O